6-bromo-3-(1-methyl-1H-pyrazol-4-yl)-5-methyl-[(3R)-piperidin-3-yl]pyrazolo[1,5-a]pyrimidin-7-amine BrC=1C(=NC=2N(C1N)N=C(C2C=2C=NN(C2)C)[C@H]2CNCCC2)C